(Z)-2-(4-((6-chloro-7-fluoro-1H-indol-3-yl)methylene)-2,5-dioxoimidazolidin-1-yl)-2-(4-cyano-3-fluorophenyl)-N-(2-hydroxyethyl)acetamide ClC1=CC=C2C(=CNC2=C1F)\C=C\1/NC(N(C1=O)C(C(=O)NCCO)C1=CC(=C(C=C1)C#N)F)=O